ClC1=C(C(=CC=2NC(=NC21)CC2=CC=C(C=C2)S(=O)(=O)CC)Cl)C2=CC=CC=C2 4,6-dichloro-2-(4-(ethylsulfonyl)benzyl)-5-phenyl-1H-benzo[d]imidazole